benzo[4,5]imidazo[1,2-f]benzofuro[2,3-b]phenanthridine C1=CC=CC=2N=C3N(C=4C=C5C(=CC4C4=CC=CC=C34)OC3=C5C=CC=C3)C21